4-(3-(3-chlorophenyl)-5-cyano-2-oxoimidazolidin-1-yl)isoquinoline-6-carboxylic acid ClC=1C=C(C=CC1)N1C(N(C(C1)C#N)C1=CN=CC2=CC=C(C=C12)C(=O)O)=O